C1(CC1)CCC1(CN(CC1)C(C)(C)C=1C=CC(=NC1)C)COCC 5-(2-(3-(2-cyclopropylethyl)-3-(ethoxy-methyl)pyrrolidin-1-yl)propan-2-yl)-2-methylpyridine